O1NC=CC=C1C(=O)O.NCCNCCNCCC[Si](OC)(OC)OC 3-[2-(2-aminoethylamino)ethylamino]propyltrimethoxysilane oxazine-6(2H)-carboxylate